4,4''-dihydroxy-[1,1':4',1''-terphenyl]-3,3''-dicarboxylic acid OC1=C(C=C(C=C1)C1=CC=C(C=C1)C1=CC(=C(C=C1)O)C(=O)O)C(=O)O